trioxahenicosane OOOCCCCCCCCCCCCCCCCCC